6-(3-(5-Fluoro-2-methylphenyl)-5-methyl-1H-pyrazol-1-yl)-2-azaspiro[3.3]heptane FC=1C=CC(=C(C1)C1=NN(C(=C1)C)C1CC2(CNC2)C1)C